C(#N)C1=C(NC=2C=C3C(N(C=NC3=CC2)[C@H]2COC3(C2)CCNCC3)=O)C(=CC=C1NS(N(C)CC)(=O)=O)F (3R)-3-[6-[2-cyano-3-[[ethyl(methyl)sulfamoyl]amino]-6-fluoro-anilino]-4-oxo-quinazolin-3-yl]-1-oxa-8-azaspiro[4.5]decane